BrC1=CC2=CN(N=C2C=C1OC)C1CCN(CC1)C1COC1 5-Bromo-6-methoxy-2-(1-(oxetan-3-yl)piperidin-4-yl)-2H-indazole